O=S1(C2=C(NC(C3=C1C=CC=C3)=O)C=C(C=C2)C(=O)NCC2=CN=C(S2)C2=CC=C(OCCCN[C@@H](C(C)C)C(=O)OC)C=C2)=O methyl (3-(4-(5-((5,5-dioxido-11-oxo-10,11-dihydrodibenzo[b,f][1,4]thiazepine-8-carboxamido)methyl)thiazol-2-yl)phenoxy)propyl)-L-valinate